1-(azidomethyl)-4-methylbenzene N(=[N+]=[N-])CC1=CC=C(C=C1)C